(R,R)-(-)-2,3-bis(tert-butylmethylphosphino)quinoxaline CC(C)(C)[P@@](C)C1=NC2=CC=CC=C2N=C1[P@](C)C(C)(C)C